tert-butyl N-[(1R,3S)-3-[[4-(7-fluoro-3-isopropyl-benzimidazol-5-yl)-5-methyl-2-pyridyl]carbamoyl]cyclohexyl]carbamate FC1=CC(=CC2=C1N=CN2C(C)C)C2=CC(=NC=C2C)NC(=O)[C@@H]2C[C@@H](CCC2)NC(OC(C)(C)C)=O